(Adamantan-1-Yl)-2-((6-Cyclobutyl-2-(Methylthio)Pyrimidin-4-Yl)Oxy)Acetamide C12(CC3CC(CC(C1)C3)C2)C(C(=O)N)OC2=NC(=NC(=C2)C2CCC2)SC